(4-bromophenoxy)azetidine BrC1=CC=C(ON2CCC2)C=C1